5-[3-[2,4-difluoro-3-(propylsulfonylamino)benzoyl]-1H-pyrazolo[3,4-b]Pyridin-5-yl]Pyrimidine-2-carboxylic acid FC1=C(C(=O)C2=NNC3=NC=C(C=C32)C=3C=NC(=NC3)C(=O)O)C=CC(=C1NS(=O)(=O)CCC)F